BrC1=C(C=CC(=C1)Cl)C1=C(N=NN1)Cl 2-bromo-4-chlorophenyl-4-chloro-1,2,3-triazole